N,N,N'-trimethylethylenediamine hydrochloride Cl.CN(CCNC)C